C1=NC=C(C2=CC=CC=C12)C1=CC(=NC2=C(N=CC=C12)C1=CC=NN1)N1[C@@H](COCC1)C 4-(isoquinolin-4-yl)-2-[(3R)-3-methylmorpholin-4-yl]-8-(1H-pyrazol-5-yl)-1,7-naphthyridine